C(C)(C)(C)C=1C=C(C=C(C1O)C)CCC(=O)O.C(C)(C)(C)C=1C=C(C=C(C1O)C)CCC(=O)O.C(CC)(=O)O.C(COC=C)OC=C ethylene bis(oxyethylene) propionate bis[3-(3-tert-butyl-4-hydroxy-5-methylphenyl) propionate]